4-(6-methoxy-[1,2,4]triazolo[1,5-a]pyridin-2-yl)-N6-(6-methoxypyridin-2-yl)-N1-methyl-2,7-naphthyridine-1,6-diamine COC=1C=CC=2N(C1)N=C(N2)C2=CN=C(C1=CN=C(C=C21)NC2=NC(=CC=C2)OC)NC